CC1=CC=C(C=C1)S(=O)(=O)O.ClC1=CC2=C(C(=N1)N1[C@@H](COCC1)C)N=C(N2)C=2C(NC1=CC=NC=C1C2)=O 3-{6-chloro-4-[(3R)-3-methylmorpholin-4-yl]-1H-imidazo[4,5-c]pyridin-2-yl}-1,6-naphthyridin-2(1H)-one p-toluenesulfonate